(1R,5S,20S)-5-ethyl-3-imino-18,18-dimethyl-17,27-dioxa-2,4,21-triazahexacyclo[21.6.2.22,5.112,16.015,20.026,30]tetratriaconta-12(32),13,15,23,25,30-hexaene-22,34-dione C(C)[C@]12NC(N([C@@H]3CCOC4=CC=C(C(N[C@H]5CC(OC6=C5C=CC(CCCCCC1)=C6)(C)C)=O)C=C34)C(C2)=O)=N